3-2-ethylhexyl-p-methoxycinnamate (octyl p-methoxycinnamate) C(CCCCCCC)C(C(=O)O)=CC1=CC=C(C=C1)OC.CCC(CCOC(C=CC1=CC=C(C=C1)OC)=O)CCC